tert-butyl (R)-((3-(5-bromo-2-((6-fluoro-2-methylpyridin-3-yl)oxy)-4-methylnicotinamido) phenyl)(methyl)(oxo)-λ6-sulfaneylidene)carbamate BrC=1C=NC(=C(C(=O)NC=2C=C(C=CC2)[S@](=O)(C)=NC(OC(C)(C)C)=O)C1C)OC=1C(=NC(=CC1)F)C